2,7-dimethyl-8-(naphthalen-1-ylmethyl)-6-oxo-9-(3-(trifluoromethyl)phenyl)-3,4-dihydro-2H,6H-pyrido[1,2-e][1,2,5]thiadiazine-4-carboxylic acid 1,1-dioxide CN1S(C=2N(C(C1)C(=O)O)C(C(=C(C2C2=CC(=CC=C2)C(F)(F)F)CC2=CC=CC1=CC=CC=C21)C)=O)(=O)=O